COC1=C(C=C(C=C1)C1OC2=CC(=CC(=C2C(C1)=O)O)O)[O-] 2-methoxy-5-(5,7-dihydroxy-4-oxo-2,3-dihydro-4H-chromen-2-yl)phenolate